4-(4-amino-5-hydroxy-6-methoxybenzo[b]thiophen-2-yl)-2-methyl-4-oxobutanoic acid NC1=C(C(=CC=2SC(=CC21)C(CC(C(=O)O)C)=O)OC)O